butyl-(5S)-5-({2-[4-(butoxycarbonyl)phenyl]ethyl}[2-(2-{[3-chloro-4'-(trifluoromethyl) [biphenyl]-4-yl]methoxy}phenyl)ethyl]amino)-5,6,7,8-tetrahydroquinoline-2-carboxylate C(CCC)OC(=O)C1=NC=2CCC[C@@H](C2C=C1)N(CCC1=C(C=CC=C1)OCC1=C(C=C(C=C1)C1=CC=C(C=C1)C(F)(F)F)Cl)CCC1=CC=C(C=C1)C(=O)OCCCC